C(C)(C)(C)OC(=O)NCCN([C@H](C(=O)OCC1=CC=CC=C1)CCCC)CCCO benzyl (S)-2-((2-((tert-butoxycarbonyl)amino)ethyl)(3-hydroxypropyl)amino)hexanoate